N1C(=NC=C1)C1=C(C=CC=C1)NC1=NC(=NC=C1Cl)NC=1C=CC2=C(CC[C@H](CC2)N2CCCC2)C1 (S)-N4-(2-(1H-imidazol-2-yl)phenyl)-5-chloro-N2-(7-(pyrrolidin-1-yl)-6,7,8,9-tetrahydro-5H-benzo[7]annulen-2-yl)pyrimidine-2,4-diamine